OC=1C=C2C(=CC=NC2=CC1)C(=O)O 6-Hydroxy-4-quinolinecarboxylic acid